3-difluoromethyl-1-methyl-N-(3',4',5'-trifluoro-biphenyl-2-yl)-pyrazole-4-carboxamide FC(C1=NN(C=C1C(=O)NC1=C(C=CC=C1)C1=CC(=C(C(=C1)F)F)F)C)F